C(CCC)N1C(=[N+](C=C1)C)C(=O)[O-] 1-Butyl-3-methylimidazolium-2-carboxylat